methyl-4-(3,4,5-trimethoxyphenethyl)quinoline Tert-butyl-2-(cyanomethyl)-1H-1,3-benzodiazole-1-carboxylate C(C)(C)(C)OC(=O)N1C(=NC2=C1C=CC=C2)CC#N.CC2=NC1=CC=CC=C1C(=C2)CCC2=CC(=C(C(=C2)OC)OC)OC